CC1(CC1)OC=1C=C2C(=NNC2=CC1)C1=NC=NC(=C1)N1CCC(CC1)O[C@H]1CNCC1 5-(1-methylcyclopropoxy)-3-[6-[4-[(3R)-pyrrolidin-3-yl]oxy-1-piperidinyl]pyrimidin-4-yl]-1H-indazole